8-(2,6-diaminopyridin-3-yl)-7-chloroquinolin-2-ol NC1=NC(=CC=C1C=1C(=CC=C2C=CC(=NC12)O)Cl)N